COC=1C=C(C=CC1)C1=NC2=CC=CC=C2C(=N1)N1CCN(CC1)C(C=C)=O 1-(4-(2-(3-methoxyphenyl)quinazolin-4-yl)piperazin-1-yl)prop-2-en-1-one